CN1N=C(N=C1CC1=CC=CC=C1)C(=O)NC1CCC2=C(N(C1=O)C)C=C(C=C2)N2CC1(C2)CCCCC1 1-methyl-5-benzyl-N-(1-methyl-2-oxo-8-(2-azaspiro[3.5]nonan-2-yl)-2,3,4,5-tetrahydro-1H-benzo[b]azepin-3-yl)-1H-1,2,4-triazole-3-carboxamide